1-chloro-2-(2-chloroethoxy)ethane ClCCOCCCl